5-phenyl-acenaphthoquinone C1(=CC=CC=C1)C1=CC=C2C(C(C=3C=CC=C1C32)=O)=O